N-((2R,3S)-1-(3,5-difluoro-4-methoxypyridin-2-yl)-2-((((CIS)-4-(3-fluorophenyl)cyclohexyl)oxy)methyl)pyrrolidin-3-yl)methanesulfonamide FC=1C(=NC=C(C1OC)F)N1[C@H]([C@H](CC1)NS(=O)(=O)C)CO[C@@H]1CC[C@@H](CC1)C1=CC(=CC=C1)F